(trans)-5-chloro-N-(3-(2-((4-(dimethylamino)cyclohexyl)amino)quinazolin-6-yl)-2,4-difluorophenyl)-2-methoxypyridine-3-sulfonamide methanesulfonic acid salt CS(=O)(=O)O.ClC=1C=C(C(=NC1)OC)S(=O)(=O)NC1=C(C(=C(C=C1)F)C=1C=C2C=NC(=NC2=CC1)N[C@@H]1CC[C@H](CC1)N(C)C)F